2-heptyl-4-(2,4-Dichlorobenzylamino)-7-methoxychroman hydrochloride Cl.C(CCCCCC)C1OC2=CC(=CC=C2C(C1)NCC1=C(C=C(C=C1)Cl)Cl)OC